(S)-N-((S)-2-(dimethylamino)-3-(1H-indazol-5-yl)propyl)-3-(pyridin-2-yl)butanamide CN([C@H](CNC(C[C@H](C)C1=NC=CC=C1)=O)CC=1C=C2C=NNC2=CC1)C